[Cl-].C(C=C)(=O)OCC[N+](C)(C)C acryloyl-oxyethyltrimethyl-ammonium chloride